C(C=C)(=O)N1C[C@@H](N(C[C@H]1C)C=1C2=C(N(C(N1)=O)C=1C(=NC=NC1C(C)C)C(C)C)N=C(C(=C2)F)C2=C(C=CC=C2F)N)C 4-((2S,5R)-4-acryloyl-2,5-dimethylpiperazin-1-yl)-7-(2-amino-6-fluorophenyl)-1-(4,6-diisopropylpyrimidin-5-yl)-6-fluoropyrido[2,3-d]pyrimidin-2(1H)-one